C(C)OC(=O)N1N=CC2=C1CNC2 5,6-dihydropyrrolo[3,4-c]Pyrazole-1(4H)-carboxylic acid ethyl ester